(9aR,10S)-10-((R)-(2,3-difluorophenyl)(phenyl)methyl)-3,5-dioxo-3,5,8,9,9a,10-hexahydro-7H-pyrrolo[1',2':4,5]pyrazino[1,2-b]pyridazin-4-yl isobutyrate C(C(C)C)(=O)OC1=C2N(N=CC1=O)[C@H]([C@@H]1N(C2=O)CCC1)[C@H](C1=CC=CC=C1)C1=C(C(=CC=C1)F)F